O(C1=CC=C(C(=O)[O-])C=C1)C1=CC=C(C(=O)OC)C=C1 methyl 4,4'-oxybis(benzoate)